5-((1-(benzoylpiperidin-4-yl)methyl)pyrazolo[1,5-a]pyridin-3-yl)dihydropyrimidine-2,4(1H,3H)-dione C(C1=CC=CC=C1)(=O)N1CCC(CC1)CC1=NN2C(C=CC=C2)=C1C1C(NC(NC1)=O)=O